N1C(CCC1)COC=1C=C(C=NC1)N1N=C(C2=CC=CC=C12)C#CC1=CSC=C1 (5-(pyrrolidin-2-ylmethoxy)pyridin-3-yl)-3-(thiophen-3-ylethynyl)-1H-indazole